COC=1C=CC(=NC1)COC=1C=CC2=C(N=C(O2)C2=CN=NC=C2)C1 5-[(5-methoxypyridin-2-yl)methoxy]-2-(pyridazin-4-yl)-1,3-benzoxazole